O(C1=CC=CC=C1)C=1C=C(C(=O)NC=2C=C(C=C(C2)C2=CC=C(C=C2)OCCC)C(=O)O)C=CC1 5-(3-Phenoxybenzamido)-4'-propoxy-[1,1'-biphenyl]-3-carboxylic acid